P(=O)([O-])OP(=O)([O-])OP(=O)[O-].[Li+].[Li+].[Li+] Lithium triphosphonate